C1=CC(=CC=2C3=CC(=CC=C3NC12)C(C)=O)C(C)=O 1,1'-(9H-carbazole-3,6-diyl)bis(ethan-1-one)